(2R)-1-[(3R)-3-[(S)-amino(4,5-dichloro-2-hydroxyphenyl)methyl]piperidin-1-yl]-2,3-dihydroxypropan-1-one N[C@@H]([C@H]1CN(CCC1)C([C@@H](CO)O)=O)C1=C(C=C(C(=C1)Cl)Cl)O